2-chloro-4-methyl-9,9-bis(4-aminophenyl)fluorene ClC1=CC=2C(C3=CC=CC=C3C2C(=C1)C)(C1=CC=C(C=C1)N)C1=CC=C(C=C1)N